C(C1=CC=CC=C1)OC1=NC(=CC=C1N1C=CC=2C1=NC=C(C2)Br)OCC2=CC=CC=C2 1-(2,6-bis(benzyloxy)pyridin-3-yl)-5-bromo-1H-pyrrolo[2,3-b]pyridine